C(CCCCCCCCC)OC[C@H](OCCCCCCCCCC)CO |r| 1,2-didecyl-rac-glycerol